C(#N)C(=C)CC(C)(C)C#N 2,4-dicyano-4-methylpent-1-ene